2-(6-methoxy-8-(((1-methylpiperidin-4-yl)oxy)methyl)quinolin-4-yl)-5-(1-methyl-3-(trifluoromethyl)-1H-pyrazol-4-yl)-3,4-dihydroisoquinolin COC=1C=C2C(=CC=NC2=C(C1)COC1CCN(CC1)C)N1CC2=CC=CC(=C2CC1)C=1C(=NN(C1)C)C(F)(F)F